C(O)(O)=O.C(C1=CC=CC=C1)N(C(=O)C=1C(=NC(=NC1)N1CCOCC1)NC1CCCCC1)C/C=C/C (E)-4-(N-benzyl-4-cyclohexylamino-2-morpholinopyrimidine-5-carboxamido)-2-butene carbonate